C(=O)C1=CC=C(C=C1)C=1C=C(C=C(C1)C1=CC=C(C=C1)C=O)C1=CC=C(C=C1)C=O 5'-(4-formylphenyl)-[1,1':3',1''-terphenyl]-4,4''-dicarboxaldehyde